5-(difluoromethyl)-1-methyl-1H-pyrazole-3-carboxylic acid FC(C1=CC(=NN1C)C(=O)O)F